COCC1=NOC(=C1C=1C=CC(=NC1)NC([C@H](C1CCC(CC1)C)NC(OC(C)(C)C)=O)=O)C tert-butyl ((S)-2-((5-(3-(methoxymethyl)-5-methylisoxazol-4-yl)pyridin-2-yl)amino)-1-((1r,4S)-4-methylcyclohexyl)-2-oxoethyl)carbamate